C(CCCCCCCCCCCCCCC(C)C)(=O)OCC(CCCCCCCC)CCCCCC 2-hexyl-1-decyl isostearate